C1(CC1)C(CN(C=O)C=1C=C2C(N(C=NC2=CC1F)C1=NC(=CC=C1)C1=NN=CN1C(C)C)=O)=O N-(2-cyclopropyl-2-oxoethyl)-N-(7-fluoro-3-(6-(4-isopropyl-4H-1,2,4-triazol-3-yl)pyridin-2-yl)-4-oxo-3,4-dihydroquinazolin-6-yl)carboxamide